4-(benzo[b]thiophen-2-yl)-3-methylene-5-(o-tolyl)dihydrofuran-2(3H)-one S1C2=C(C=C1C1C(C(OC1C1=C(C=CC=C1)C)=O)=C)C=CC=C2